COC1=CC=C(C=N1)C(CC(=O)O)N1N=CC2=CC(=CC=C12)CCC1=NC=2NCCCC2C=C1 3-(6-Methoxypyridin-3-yl)-3-(5-(2-(5,6,7,8-tetrahydro-1,8-naphthyridin-2-yl)ethyl)-1H-indazol-1-yl)propanoic acid